COC1=CC=C(C=NNC(C2=CC=C(C=C2)NC(=O)NC=2C=C3C=CC=NC3=CC2)=O)C=C1 (4-methoxybenzylidene)-4-[3-(quinolin-6-yl)ureido]benzoyl-hydrazine